(E)-N-methyl-1-((R)-1-tritylazepine-2-carbonyl)pyrrolidine-3-carboxamide CNC(=O)C1CN(CC1)C(=O)/C=1/N(C=CC=C/C1)C(C1=CC=CC=C1)(C1=CC=CC=C1)C1=CC=CC=C1